FC1=C(C(=CC(=C1)F)C1=CC2=C(NC=N2)C=C1)C(C)(C)O 2-(2,4-difluoro-6-(1H-benzimidazol-5-yl)phenyl)propan-2-ol